Benzyl ((((1S,4R)-4-(2,6-diamino-9H-purin-9-yl)cyclopent-2-en-1-yl)methoxy)(phenoxy)phosphoryl)-L-alaninate NC1=NC(=C2N=CN(C2=N1)[C@H]1C=C[C@H](C1)COP(=O)(OC1=CC=CC=C1)N[C@@H](C)C(=O)OCC1=CC=CC=C1)N